2,4,6-trimethylbenzoyldiphenylphosphine oxide potassium salt [K].CC1=C(C(=O)P(C2=CC=CC=C2)(C2=CC=CC=C2)=O)C(=CC(=C1)C)C